C#CCN1C(=O)C2=CC=CC=C2C1=O N-Propargylphthalimide